C(C1=CC=CC=C1)(=O)ON=C(C(=O)C1=CC=C(C=C1)SC1=CC=CC=C1)CCCCCC 1-[4-(phenylthio)phenyl]octane-1,2-dione 2-(O-benzoyl oxime)